7-bromo-N-tert-butyl-1-cyclopropyl-indazole-5-sulfonamide BrC=1C=C(C=C2C=NN(C12)C1CC1)S(=O)(=O)NC(C)(C)C